(s)-8-((s)-4-acryloyl-2-methylpiperazin-1-yl)-11-(4-fluorophenyl)-3-methoxy-10-(trifluoromethyl)-3,4-dihydro-2H,6H-[1,4]thiazepino[2,3,4-ij]quinazolin-6-one C(C=C)(=O)N1C[C@@H](N(CC1)C1=NC(N2C3=C(C(=C(C=C13)C(F)(F)F)C1=CC=C(C=C1)F)SC[C@H](C2)OC)=O)C